COC=1C=CC2=C(C(=NS(O2)(=O)=O)\C=C\C2=CC=CC=C2)C1 (E)-6-methoxy-4-styrylbenzooxathiazine 2,2-dioxide